5-({7-amino-5-methyl-[1,2,4]triazolo[1,5-a]pyrimidin-6-yl}methyl)-2-(trifluoromethoxy)benzoic acid NC1=C(C(=NC=2N1N=CN2)C)CC=2C=CC(=C(C(=O)O)C2)OC(F)(F)F